C(C)N1C(CN2C1=NC1=CC=CC=C1C2=O)C 1-ethyl-methyl-2,3-dihydroimidazo[2,1-b]quinazolin-5(1H)-one